C(#N)C=1C=CC=C2C=C(NC12)C(=O)N(CCOC)CC1CC1 7-cyano-N-(cyclopropylmethyl)-N-(2-methoxyethyl)-1H-indole-2-carboxamide